6-(1-methyl-1H-pyrazol-4-yl)-4-(piperidin-4-yl)pyrazolo[1,5-a]pyridine-3-carbonitrile hydrochloride Cl.CN1N=CC(=C1)C=1C=C(C=2N(C1)N=CC2C#N)C2CCNCC2